6-bromo-4-fluoro-2-{[(oxan-2-yl)oxy]methyl}-1-(propan-2-yl)-1H-benzimidazole BrC=1C=C(C2=C(N(C(=N2)COC2OCCCC2)C(C)C)C1)F